C(C)C(COC(=O)C1=CC=C(NC2=NC=NC=N2)C=C1)CCCC [4-(2-ethylhexyloxycarbonyl)anilino]-1,3,5-triazine